1,1-biphenyl-4,4'-diylbisphosphonit C1(=CC=C(C=C1)P([O-])[O-])C1=CC=C(C=C1)P([O-])[O-]